((R)-(2-(((3S,6S,9aS)-3-(3-(4-(azetidin-1-yl)pyridin-3-yl)azetidine-1-carbonyl)-5-oxooctahydro-1H-pyrrolo[1,2-a]azepin-6-yl)carbamoyl)benzo[b]thiophen-5-yl)fluoromethyl)phosphonic acid N1(CCC1)C1=C(C=NC=C1)C1CN(C1)C(=O)[C@@H]1CC[C@H]2N1C([C@H](CCC2)NC(=O)C2=CC1=C(S2)C=CC(=C1)[C@H](F)P(O)(O)=O)=O